CCCCCCC/C=C\\CCCCCCCC(=O)SCCNC(=O)CCNC(=O)[C@@H](C(C)(C)COP(=O)([O-])OP(=O)([O-])OC[C@@H]1[C@H]([C@H]([C@@H](O1)N2C=NC3=C(N=CN=C32)N)O)OP(=O)([O-])[O-])O The molecule is an acyl-CoA(4-) obtained by deprotonation of the phosphate and diphosphate OH groups of (9Z)-heptadecenoyl-CoA. It is a conjugate base of a (9Z)-heptadecenoyl-CoA.